5-{[2-{4-[5-chloro-2-(4,5-dihydro-1,2-oxazol-3-yl)phenyl]-5-methoxy-2-oxopyridin-1(2H)-yl}pentanoyl]amino}-N-methylpyridine-2-carboxamide ClC=1C=CC(=C(C1)C1=CC(N(C=C1OC)C(C(=O)NC=1C=CC(=NC1)C(=O)NC)CCC)=O)C1=NOCC1